1-(3,3-dimethylbutyl)-3-(2-fluoro-5-(2-(2-hydroxyethoxy)-6-morpholinopyridin-4-yl)-4-methylphenyl)urea CC(CCNC(=O)NC1=C(C=C(C(=C1)C1=CC(=NC(=C1)N1CCOCC1)OCCO)C)F)(C)C